(1RS,3RS)-1-((E)-prop-1-en-1-yl)spiro[2.4]heptan-4-one C(=C\C)/[C@H]1C[C@@]12C(CCC2)=O |r|